C(C)OC(C(=C)OCCOC=C)=O 2-[2-(ethenyloxy)ethoxy]-2-propenoic acid ethyl ester